[2-[2-[tert-butyl(dimethyl)silyl]oxyethoxy]-3,4-difluoro-phenyl]-N-[1-(difluoromethyl)-3-methyl-pyrazol-4-yl]-4,5-dimethyl-5-(trifluoromethyl)tetrahydrofuran-2-carboxamide [Si](C)(C)(C(C)(C)C)OCCOC1=C(C=CC(=C1F)F)C1(OC(C(C1)C)(C(F)(F)F)C)C(=O)NC=1C(=NN(C1)C(F)F)C